2-(1-(4-((4-(2-(diethylamino)ethoxy)phenyl)amino)-5-oxo-5,6-dihydropyrimido[4,5-d]pyridazin-2-yl)piperidin-4-yl)acetonitrile C(C)N(CCOC1=CC=C(C=C1)NC1=NC(=NC=2C=NNC(C21)=O)N2CCC(CC2)CC#N)CC